C(C)C=1NC2=C(N1)C1=CC=CC=C1C=C2 2-ethyl-3H-naphtho[1,2-d]imidazole